2-(4-methyl-1,4-diazepan-1-yl)nicotinaldehyde CN1CCN(CCC1)C1=C(C=O)C=CC=N1